2-[[2-[2-[2-[2-[2-[2-[2-[2,3-bis[(Z)-octadec-9-enoxy]propoxy]ethoxy]ethoxy]ethoxy]ethoxy]ethoxy]ethoxy]-2-oxo-ethyl]amino]ethyl 2-(2-methoxyethylamino)acetate COCCNCC(=O)OCCNCC(=O)OCCOCCOCCOCCOCCOCCOCC(COCCCCCCCC\C=C/CCCCCCCC)OCCCCCCCC\C=C/CCCCCCCC